bromomethyl peroxide BrCOOCBr